(2-Pentadecyl-6-hydroxyphenyl)(2,4,5-trimethoxyphenyl)methanone C(CCCCCCCCCCCCCC)C1=C(C(=CC=C1)O)C(=O)C1=C(C=C(C(=C1)OC)OC)OC